N1CCC(CC1)CCCC1CCNCC1 4,4'-Trimethylenedipiperidine